OCCCC1OC(OC1)=O 4-hydroxypropyl-1,3-dioxolane-2-one